O1C=C(C2=C1C=CC=C2)C[C@H](NC(=O)[C@H]2[C@@H]1CC[C@H](C2)O1)B(O)O ((R)-2-(benzofuran-3-yl)-1-((1S,2R,4R)-7-oxabicyclo[2.2.1]heptane-2-carboxamido)ethyl)boronic acid